1-((2-(2,6-dioxopiperidin-3-yl)-1,3-dioxoisoindolin-5-yl)methyl)-3-fluoropiperidin O=C1NC(CCC1N1C(C2=CC=C(C=C2C1=O)CN1CC(CCC1)F)=O)=O